[O].[Li].[Al].[Zr].[La] lanthanum zirconium aluminium lithium oxygen